2-methyl-3-acetyl-N-(piperidin-4-yl)-5-(pyridin-3-yl)-1H-indol-7-amine CC=1NC2=C(C=C(C=C2C1C(C)=O)C=1C=NC=CC1)NC1CCNCC1